C[SiH](CC)C dimethyl-(ethyl)silane